F[C@H]1[C@@H](CN(CC1)C(=O)OCC1=CC=CC=C1)O |r| (+/-)-(trans)-benzyl 4-fluoro-3-hydroxypiperidine-1-carboxylate